5-[2-[(2,6-dimethylpyrimidin-4-yl)amino]pyrazolo[1,5-a]pyridin-5-yl]-1-methyl-pyrazol CC1=NC(=CC(=N1)NC1=NN2C(C=C(C=C2)C2=CC=NN2C)=C1)C